6-(difluoromethyl)-8-((1R,2R)-2-hydroxy-2-methylcyclopentyl)-2-(methylthio)pyrido[2,3-d]pyrimidin-7(8H)-one FC(C1=CC2=C(N=C(N=C2)SC)N(C1=O)[C@H]1[C@](CCC1)(C)O)F